ClC=1C=C(C=CC1Cl)NC=1C=C2C3=C(NC2=CC1)CN(CC3)CCNC(OC(C)(C)C)=O tert-Butyl 2-(6-(3,4-dichlorophenylamino)-3,4-dihydro-1H-pyrido[3,4-b]indol-2(9H)-yl)ethylcarbamate